4-fluoro-N-{[6-fluoro-5-(1-methylcyclopropyl)pyridin-2-yl](phenyl)methyl}-1-[2-(1-methyl-2-oxo-2,3-dihydro-1H-indol-3-yl)acetyl]pyrrolidine-2-carboxamide FC1CC(N(C1)C(CC1C(N(C2=CC=CC=C12)C)=O)=O)C(=O)NC(C1=CC=CC=C1)C1=NC(=C(C=C1)C1(CC1)C)F